N-(3-aminopropyl)-9H-pyrido[3,4-b]indole-1-carboxamide hydrochloride Cl.NCCCNC(=O)C1=NC=CC2=C1NC1=CC=CC=C21